(S)-2-(2-bromothiazole-4-carboxamido)-N1-(1-(2-(2-adamantylamino)-2-oxoethyl)-2-oxo-1,2-dihydropyridin-3-yl)-N6-methyl-5-oxohexanediamide BrC=1SC=C(N1)C(=O)N[C@H](C(=O)NC=1C(N(C=CC1)CC(=O)NC1C2CC3CC(CC1C3)C2)=O)CCC(C(=O)NC)=O